ClC=1C=C(C=CC1OCC1=NC=CC=C1)NC1=NC=NC2=CC=C(C=C12)[C@H]1CNCCC1 (S)-N-(3-chloro-4-(pyridin-2-ylmethoxy)phenyl)-6-(piperidin-3-yl)quinazolin-4-amine